diethylbenzyl-Sodium sulfosuccinate S(=O)(=O)(O)C(C(=O)O)CC(=O)O.C(C)C(C1=CC=CC=C1)([Na])CC